5-(5-bromo-3,4-dihydro-1,7-naphthyridin-1(2H)-yl)-6-fluoro-1-methyl-1H-[1,2,3]triazolo[4,5-c][2,6]naphthyridine BrC1=C2CCCN(C2=CN=C1)C1=NC2=C(C=3C=NC=C(C13)F)N(N=N2)C